C=1N=CN2C1C1=CC=CC=C1[C@@H]2[C@@]2(CCCC=1C=CN=CC21)O (S)-8-((R)-5H-imidazo[5,1-a]isoindol-5-yl)-5,6,7,8-tetrahydroisoquinolin-8-ol